4-(5-cyclopropyl-1,2,4-oxadiazol-3-yl)-N-{2-fluoro-6-[1-(propan-2-yl)-1,2,3,6-tetrahydropyridin-4-yl]phenyl}-4-methylpiperidine-1-Carboxamide C1(CC1)C1=NC(=NO1)C1(CCN(CC1)C(=O)NC1=C(C=CC=C1C=1CCN(CC1)C(C)C)F)C